S(=O)(=O)(OC)[O-].[Sn+4].COS(=O)(=O)[O-].COS(=O)(=O)[O-].COS(=O)(=O)[O-] tin methyl sulfate